C12(CC3CC(CC(C1)C3)C2)CCN(CCN2CCC(CC2)[C@H](C)N2C(=C(C3=CC=CC=C23)C(=O)NCC=2C(NC(=CC2OC)C)=O)C)CCC23CC1CC(CC(C2)C1)C3 1-((S)-1-(1-(2-(bis(2-((3S,5S,7S)-adamantan-1-yl)ethyl)amino)ethyl)piperidin-4-yl)ethyl)-N-((4-methoxy-6-methyl-2-oxo-1,2-dihydro-pyridin-3-yl)methyl)-2-methyl-1H-indole-3-carboxamide